2-((4-Fluoro-2-methylphenyl)thio)-1-(4-(trans-2-phenylcyclopropanecarbonyl)piperazin-1-yl)ethanone FC1=CC(=C(C=C1)SCC(=O)N1CCN(CC1)C(=O)[C@H]1[C@@H](C1)C1=CC=CC=C1)C